2-(5-(6,7-dichloro-3-(1H-pyrazol-4-yl)-1H-indol-2-yl)-1H-1,2,4-triazol-3-yl)ethan-1-ol ClC1=CC=C2C(=C(NC2=C1Cl)C1=NC(=NN1)CCO)C=1C=NNC1